ClC=1C(=C(C(=CC1)N1N=NN=C1)C=1C(=CC(=[N+](C1)[O-])[C@H](CC1CC1)N1N=CC(=C1)C=1N(N=CC1)C)OC)F |o1:19| 5-(3-chloro-2-fluoro-6-(1H-tetrazol-1-yl)phenyl)-2-((S*)-2-cyclopropyl-1-(2-methyl-1'H,2H-[3,4'-bipyrazol]-1'-yl)ethyl)-4-methoxypyridine 1-oxide